8-((2s,5r)-4-(1-(4-fluoro-3-methylphenyl)ethyl)-2,5-dimethylpiperazin-1-yl)-5-methyl-6-oxo-5,6-dihydro-1,5-naphthyridine-2-carbonitrile FC1=C(C=C(C=C1)C(C)N1C[C@@H](N(C[C@H]1C)C1=CC(N(C=2C=CC(=NC12)C#N)C)=O)C)C